OC1=C(C=C(C=C1C(C)(C)C)C)N1N=C2C(=N1)C=CC(=C2)Cl 2-(2'-hydroxy-3'-t-butyl-5'-methyl-phenyl)-5-chloro-benzotriazole